The molecule is the D-enantiomer of cysteinate(2-). It has a role as a fundamental metabolite. It is a conjugate base of a D-cysteinate(1-). It is an enantiomer of a L-cysteinate(2-). C([C@H](C(=O)[O-])N)[S-]